3,4'-bis(3-carboxyphenoxy)-p-terphenyl C(=O)(O)C=1C=C(OC=2C=C(C=CC2)C2=CCC(C=C2)(C2=CC=CC=C2)OC2=CC(=CC=C2)C(=O)O)C=CC1